C(CCC)SC1=C(C=C(C(=C1)OC)\C=C\[N+](=O)[O-])OC (E)-butyl-(2,5-dimethoxy-4-(2-nitrovinyl)phenyl)sulfane